4-(((Z)-3-(4-chlorophenyl)-5-((Z)-5-methyl-2-oxoindoline-3-ylidene)-4-oxothiazolidin-2-ylidene)amino)benzenesulphonamide ClC1=CC=C(C=C1)N1/C(/S\C(\C1=O)=C\1/C(NC2=CC=C(C=C12)C)=O)=N/C1=CC=C(C=C1)S(=O)(=O)N